COC(=O)C=1C=C(C2=C(N(C(=N2)CCl)CC2=CN=CN2CC)C1)Cl.COC1=CC=C(C=NNC(C2=CC=C(C=C2)NC(=O)NC=2C=C3C=CC=NC3=CC2)=O)C=C1 N'-(4-methoxybenzylidene)-4-[3-(quinolin-6-yl)ureido]benzoylhydrazine Methyl-4-chloro-2-(chloromethyl)-1-((1-ethyl-1H-imidazol-5-yl)methyl)-1H-benzo[d]imidazole-6-carboxylate